C(C)OC(=O)C1(CC(=NO1)C1=NC=CC=C1)C(=O)OCC 3-(pyridin-2-yl)isoxazole-5,5(4H)-dicarboxylic acid diethyl ester